N[C@H](C(=O)NC1=C(C=C(C=C1)[C@@H]([C@H](C(=O)N1CCC(CC1)=C(F)F)NC(CC)=O)C)F)C(C1CC1)C1CC1 N-[(2R,3S)-3-{4-[(2S)-2-amino-3,3-dicyclopropylpropanamido]-3-fluorophenyl}-1-[4-(difluoromethylidene)piperidin-1-yl]-1-oxobutan-2-yl]propanamide